The molecule is an organosulfonic acid that consists of phthalide bearing four bromo substituents at positions 4, 5, 6 and 7 as well as two 4-hydroxy-3-sulfophenyl groups both located at position 1. It has a role as a dye. It is a member of 2-benzofurans, an organobromine compound, an organosulfonic acid and a member of phenols. It derives from a 2-benzofuran-1(3H)-one. It is a conjugate acid of a bromosulfophthalein(2-). C1=CC(=C(C=C1C2(C3=C(C(=C(C(=C3Br)Br)Br)Br)C(=O)O2)C4=CC(=C(C=C4)O)S(=O)(=O)O)S(=O)(=O)O)O